(Z)-1-(4-amino-2-fluoro-but-2-en-1-yl)-N-methyl-4-(3-(N-methylsulfamoyl)phenyl)-1H-benzo[d][1,2,3]triazole-6-carboxamide hydrochloride Cl.NC\C=C(\CN1N=NC2=C1C=C(C=C2C2=CC(=CC=C2)S(NC)(=O)=O)C(=O)NC)/F